OCC([C@H](C[C@H]1C(NCCC1)=O)NC(OCCCC)=O)=O butyl ((S)-4-hydroxy-3-oxo-1-((S)-2-oxopiperidin-3-yl)butan-2-yl)carbamate